CC=1C=CC2=C(C3=CC=CC=C3C(=C2C1)OC(=O)CC(CCCCCCCCCCCCCCCC)C(=O)O)OC(=O)CC(C(=O)O)CCCCCCCCCCCCCCCC 3-methyl-9,10-bis(2-n-hexadecyl-2-carboxyethyl)carbonyloxyanthracene